3,5,3',5'-biphenyltetracarboxylic acid chloride C1(=CC(=CC(=C1)C(=O)Cl)C(=O)Cl)C1=CC(=CC(=C1)C(=O)Cl)C(=O)Cl